CC(C(=O)OC=1C(=NN(C(C1C1=C(C(=CC=C1F)Cl)\C=C\C1=CC=C(C=C1)C#N)=O)C)C)C [5-[3-chloro-2-[(E)-2-(4-cyanophenyl)vinyl]-6-fluoro-phenyl]-1,3-dimethyl-6-oxo-pyridazin-4-yl] 2-methylpropanoate